NC1=C(C=C(N=N1)C=1C(NC(NC1)=O)=O)[C@@H]1[C@H](C1)C(C)C 5-(6-amino-5-((1S,2R)-2-isopropylcyclopropyl)pyridazine-3-yl)pyrimidine-2,4(1H,3H)-dione